(1R,2R,4R,9S,17S)-4-[4-[[3-Hydroxy-4-[(E)-3-phenylprop-2-enoyl]phenoxy]methyl]triazol-1-yl]-7,13-diazatetracyclo[7.7.1.02,7.013,17]heptadecan-6-one OC=1C=C(OCC=2N=NN(C2)[C@@H]2C[C@@H]3[C@H]4CCCN5CCC[C@@H](CN3C(C2)=O)[C@@H]45)C=CC1C(\C=C\C1=CC=CC=C1)=O